COC(C1=CC=C(C=C1)CNC1=CC(=CC=C1)F)=O.FC1=C(C(=C(C2=C(C(=C(C(=C12)F)F)F)F)F)F)[B-](C1=C(C2=C(C(=C(C(=C2C(=C1F)F)F)F)F)F)F)(C1=C(C2=C(C(=C(C(=C2C(=C1F)F)F)F)F)F)F)C1=C(C2=C(C(=C(C(=C2C(=C1F)F)F)F)F)F)F.C[NH+](C1=CC=CC=C1)CCCCCCCCCCCCCC N-methyl-N-tetradecylanilinium tetrakis(perfluoronaphthalen-2-yl)borate methyl-4-(((3-fluorophenyl)amino)methyl)-benzoate